[Ru].C(C1=CC=CC=C1)=C1C(C(CCC1(Cl)Cl)P(C1CCCCC1)C1CCCCC1)=C1N(CCN1C1=C(C=C(C=C1C)C)C)C1=C(C=C(C=C1C)C)C benzylidene[1,3-bis(2,4,6-trimethylphenyl)-2-imidazolidinylidene]dichloro-(tricyclohexylphosphine) ruthenium